6-[(azetidin-3-yl)amino]-4-(3-chloro-2-fluorophenyl)-5-fluoro-4-methyl-3,4-dihydroisoquinolin-1(2H)-one, methanesulfonate salt CS(=O)(=O)O.N1CC(C1)NC=1C(=C2C(CNC(C2=CC1)=O)(C)C1=C(C(=CC=C1)Cl)F)F